C[C@H](C=O)CC=C (S)-2-METHYLPENT-4-ENAL